2,4-ditert-butyl-6-(5-chlorobenzotriazol-2-yl)phenol C(C)(C)(C)C1=C(C(=CC(=C1)C(C)(C)C)N1N=C2C(=N1)C=CC(=C2)Cl)O